CC1=CC=C(SCC=2SC=C(N2)CN(C(=O)C=2SC=CC2)CC(C)C)C=C1 2-(p-methylthiophenoxymethyl)-4-(N-isobutyl-N-2-thiopheneformyl-aminomethyl)-thiazole